NC1(CN(CN(C1)CC(CCCC)CC)CC(CCCC)CC)C 5-Amino-1,3-bis(2-ethylhexyl)-5-methylhexahydropyrimidin